C(C)(C)(C)[C@@]1(N(C[C@H](CC1)NC(=O)OCC1=CC=CC=C1)C(=O)O)C=1OC(=NN1)Br.CC(CO)(CO)O 2-methyl-1,2,3-propanetriol tert-Butyl-(2R,5S)-5-{[(benzyloxy)carbonyl]amino}-2-(5-bromo-1,3,4-oxadiazol-2-yl)piperidine-1-carboxylate